O([C@H]1[C@H](O)[C@@H](O)[C@@H](O)[C@H](O1)CO)CCN 2-aminoethyl β-D-galactopyranoside